Cl.C1(CC1)CNC1=NC(=C(C2=C1CNC2)C)C N-(cyclopropylmethyl)-6,7-dimethyl-2,3-dihydro-1H-pyrrolo[3,4-c]pyridin-4-amine, hydrochloride salt